COC=1C=C2C(=NNC(C2=CC1OC)=O)C 6,7-dimethoxy-4-methylphthalazin-1(2H)-one